C(C1=CC=CC=C1)OC(=O)N1C=CC2=CC(=C(C=C12)OCC1=CC=CC=C1)OCC1=CC=CC=C1 1-benzyloxycarbonyl-5,6-dibenzyloxyindole